[Cl-].C(CCCCCCCCCCC)[N+](CC1=CC=CC=C1)(C)C Lauryldimethylbenzylammonium chloride